((1H-pyrazol-3-yl)methyl)-2-(trifluoromethoxy)benzamide N1N=C(C=C1)CC=1C(=C(C(=O)N)C=CC1)OC(F)(F)F